C[Si](NC(C(F)(F)F)=O)(C)C N-trimethylsilyl-trifluoroacetamide